C(C)(C)(C)N(C(O)=O)S(NCC1=NC=C(C=C1)C1=NC=NC2=CC(=C(C=C12)OC)OC)(=O)=O tert-butyl-(N-((5-(6,7-dimethoxyquinazolin-4-yl)pyridin-2-yl)methyl)sulfamoyl)carbamic acid